dibutanol ammonium [NH4+].C(CCC)O.C(CCC)O